CC(CCC([C@@H](CC(NC(C1=CC=CC=C1)(C1=CC=CC=C1)C1=CC=CC=C1)=O)NC(OC(C)(C)C)=O)=O)(C)C tert-butyl (R)-(7,7-dimethyl-1,4-dioxo-1-(tritylamino)octan-3-yl)carbamate